C(C(=C)C)(=O)OCCCCOC(C(=C)C)=O 1,4-Butylene glycol dimethacrylate